2-[4-[3-[1-(5-chloropyrimidin-2-yl)-4-piperidyl]propoxymethyl]-2-fluoro-phenyl]-1-[3-[[[(2S,3R-4R,5R)-2,3,4,5,6-pentahydroxyhexyl]amino]methyl]azetidin-1-yl]ethanone ClC=1C=NC(=NC1)N1CCC(CC1)CCCOCC1=CC(=C(C=C1)CC(=O)N1CC(C1)CNC[C@@H]([C@H]([C@@H]([C@@H](CO)O)O)O)O)F